tert-butyl 4-[(R)-[[(R)-tert-butylsulfinyl]amino]-phenyl-methyl]piperidine-1-carboxylate C(C)(C)(C)[S@@](=O)N[C@H](C1CCN(CC1)C(=O)OC(C)(C)C)C1=CC=CC=C1